FC=1C=C(C=CC1OC)N=S(=O)(C)CP(OCC)(OCC)=O diethyl ({[(3-fluoro-4-methoxyphenyl)imino](methyl)oxo-λ6-sulfanyl}methyl)phosphonate